(E)-methyl 2,2,3,3-tetramethyl-4,7,10,13,16,19-hexaoxa-3-silatricos-21-en-23-oate CC(C)([Si](OCCOCCOCCOCCOCCOC\C=C\C(=O)OC)(C)C)C